N-{[(4R)-4-cyclopropyl-2,5-dioxoimidazolidin-4-yl]methyl}-4'-(2,2-difluorocyclopropyl)-4,5-difluoro[1,1'-biphenyl]-2-carboxamide C1(CC1)[C@@]1(NC(NC1=O)=O)CNC(=O)C=1C(=CC(=C(C1)F)F)C1=CC=C(C=C1)C1C(C1)(F)F